C(C1=CC=CC=C1)OC(C(=O)N(C=1SC(=C(N1)C(=O)NC1CCC1)C)C1=CC(=NC(=C1)F)F)C 2-[2-benzyloxypropanoyl-(2,6-difluoro-4-pyridyl)amino]-N-cyclobutyl-5-methyl-thiazole-4-carboxamide